[N-](S(=O)(=O)C(F)(F)F)S(=O)(=O)C(F)(F)F.CN1C(=[N+](C=C1)CCC)C 1-methyl-3-propylmethylimidazolium Bis(trifluoromethylsulfonyl)imide